BrC[C@](C(=O)NC=1C=NC(=C(C1)C(F)(F)F)C#N)(C)O (R)-3-bromo-N-(6-cyano-5-(trifluoromethyl)pyridin-3-yl)-2-hydroxy-2-methylpropionamide